[Si](C)(C)(C(C)(C)C)N(C(C(F)(F)F)=O)C tert-butyldimethylsilyl-N-methyltrifluoroacetamide